C(C1=CC=CC=C1)N1[C@H](CC2(C[C@H]1C=1N=NN(C1)C)C(N(C1=CC(=CC=C12)C(F)(F)F)CC1=CC=C(C=C1)OC)=O)C (2'S,6'S)-1'-benzyl-1-[(4-methoxyphenyl)methyl]-2'-methyl-6'-(1-methyltriazol-4-yl)-6-(trifluoromethyl)spiro[indoline-3,4'-piperidine]-2-one